(E)-N-(4-(1-(6-(4-(6-(2-(2,6-dioxopiperidin-3-yl)-1,3-dioxoisoindolin-5-yl)hex-5-yn-1-yl)piperazin-1-yl)pyridazine-3-carbonyl)piperidin-4-yl)butyl)-3-(pyridin-3-yl)acrylamide O=C1NC(CCC1N1C(C2=CC=C(C=C2C1=O)C#CCCCCN1CCN(CC1)C1=CC=C(N=N1)C(=O)N1CCC(CC1)CCCCNC(\C=C\C=1C=NC=CC1)=O)=O)=O